C(CCCCCCCCCCCC)(=O)[O-].[Zn+2].C(CCCCCCCCCCCC)(=O)[O-] zinc tridecanoate